3-(tert-butyl)-1-(4-fluorophenyl)-1H-pyrazole-5-amine C(C)(C)(C)C1=NN(C(=C1)N)C1=CC=C(C=C1)F